O[C@@H]1C[C@H](CC[C@H]1C)NC1=NC(=NC=C1C(=O)N)NC1CCC(CC1)OC 4-((1s,3r,4r)-3-hydroxy-4-methylcyclohexylamino)-2-((1r,4r)-4-methoxycyclohexylamino)pyrimidine-5-carboxamide